IC=1C=NN(C1)CCN(C(OC(C)(C)C)=O)C tert-butyl (2-(4-iodo-1H-pyrazol-1-yl)ethyl)(methyl)carbamate